4-methyl-1,2-epoxycyclohexane CC1CC2C(CC1)O2